piperidin-4-yl(pyridin-4-yl)methanone N1CCC(CC1)C(=O)C1=CC=NC=C1